2-(4-(3-(5,6,7,8-tetrahydro-1,8-naphthyridin-2-yl)propylcarbamoyl)piperazin-1-yl)acetic acid ethyl ester C(C)OC(CN1CCN(CC1)C(NCCCC1=NC=2NCCCC2C=C1)=O)=O